tert-butyl (23-(2,5-dioxo-2,5-dihydro-1H-pyrrol-1-yl)-2,11,20-trioxo-6,9,15,18-tetraoxa-3,12,21-triazatricosyl)oxycarbamate O=C1N(C(C=C1)=O)CCNC(COCCOCCNC(COCCOCCNC(CONC(OC(C)(C)C)=O)=O)=O)=O